2,5-diaminobromobenzene NC1=C(C=C(C=C1)N)Br